ClC1=C(C=CC=2C(=C3N(C12)CCN(C3)C(=O)C3CCCC(N3C)=O)C=3C=NNC3)Cl 6-(6,7-Dichloro-10-(1H-pyrazol-4-yl)-1,2,3,4-tetrahydropyrazino[1,2-a]indole-2-carbonyl)-1-methylpiperidin-2-one